N(=[N+]=[N-])CCOCCOCCOCCNC(CCCC(=O)NC1=C2CN(C(C2=CC=C1)=O)C1C(NC(CC1)=O)=O)=O N1-(2-(2-(2-(2-azidoethoxy)ethoxy)ethoxy)ethyl)-N5-(2-(2,6-dioxopiperidin-3-yl)-1-oxoisoindolin-4-yl)glutaramide